NC1=CC=C(C=C1)C1CCNCC1 4-(4-aminophenyl)-piperidine